2-[7-(2-methoxyphenyl)heptyl]isoindole-1,3-dione COC1=C(C=CC=C1)CCCCCCCN1C(C2=CC=CC=C2C1=O)=O